CSC1=CC=C(CN2N=CC(=C2)[N+](=O)[O-])C=C1 1-(4-(methylthio)benzyl)-4-nitro-1H-pyrazole